C(C)N(C1=CC=CC=C1)CC.[N] nitrogen diethyl-aniline